1-Cyclopropyl-2-(1H-imidazo[4,5-c]pyridin-1-yl)-1H-benzo[d]imidazole-6-carbonitrile C1(CC1)N1C(=NC2=C1C=C(C=C2)C#N)N2C=NC=1C=NC=CC12